5-Azepan-4-yl-2-methyl-7-(2-trifluoromethylbenzyl)-2,4,5,7-tetrahydro-pyrazolo[3,4-d]pyrimidin-6-one N1CCC(CCC1)N1C(N(C=2C(C1)=CN(N2)C)CC2=C(C=CC=C2)C(F)(F)F)=O